ClC1=NC=NC2=CC(=C(C=C12)OC)OCC1=CC=NN1C 4-chloro-6-methoxy-7-((1-methyl-1H-pyrazol-5-yl)methoxy)quinazoline